O1C=C(C2=C1C=CC=C2)C=2C=C(NC2)C(CCC(=O)O)=O 4-(4-(benzofuran-3-yl)-1H-pyrrole-2-yl)-4-oxobutyric acid